C(C)(C)OC(CC=1NC2=CC=CC=C2C1NCC)=O.C1(CCCCC1)N(C(NCCC1=C(NC2=CC=CC=C12)CC(=O)OC(C)C)=O)C isopropyl 2-[3-(2-(3-cyclohexyl-3-methylureido)-ethyl)-1H-indol-2-yl]-acetate isopropyl-2-[3-(2-ethylamino)-1H-indol-2-yl]-acetate